NC1=CC=C(O[Si](C(C)(C)C)(C(C)(C)C)OC2=CC=C(C=C2)N)C=C1 bis(4-aminophenoxy)ditertiary butyl-silane